C(CCCCCCCCCCCCCCC)N1C(C2=CC=CC=C2C(C1=O)(C[Se]C#N)C)=O 2-hexadecyl-4-methyl-4-(selenocyanatomethyl)isoquinoline-1,3(2H,4H)-dione